C(C=C)(=O)N1CC(C1)CN1C(C(N(C2=CC(=C(C=C12)F)C1=CC(=CC2=CC=CC=C12)O)CCN(C)C)=O)=O 1-((1-propenoylazetidin-3-yl)methyl)-4-(2-(dimethylamino)ethyl)-7-fluoro-6-(3-hydroxynaphthalen-1-yl)quinoxaline-2,3(1h,4h)-dione